[(3R)-3-Hydroxybutyl] 4-methylbenzenesulfonate CC1=CC=C(C=C1)S(=O)(=O)OCC[C@@H](C)O